COC1=C(CP(CCCCCCCC)=O)C(=CC=C1)OC 2,6-dimethoxybenzyl-octyl-phosphine oxide